CC1=CC=C(OCC(=O)N(CC=2SC=CC2)C2=CC=NN2)C=C1 2-(p-methylphenoxy)-N-(1H-pyrazol-5-yl)-N-((thiophen-2-yl)methyl)acetamide